3-cyclopropyl-1-(4-fluorophenyl)-6-oxo-1,4-dihydropyridine-2,5-dicarboxamide C1(CC1)C1=C(N(C(C(C1)C(=O)N)=O)C1=CC=C(C=C1)F)C(=O)N